FC=1C(=C(C=C(C1)C1=NN=C(N1)C1=CC=CC=C1)S(=O)(=O)N1CCN(CC1)CCO)C 2-(4-((3-Fluoro-2-methyl-5-(5-phenyl-4H-1,2,4-triazol-3-yl)phenyl)sulfonyl)piperazin-1-yl)ethan-1-ol